5-(2-fluorophenyl)-6-(3-fluoropyridin-4-yl)-1,2,4-triazin-3-amine FC1=C(C=CC=C1)C=1N=C(N=NC1C1=C(C=NC=C1)F)N